COC(C1=C(N=C(C=C1C1CC1)Cl)C(COC(C)=O)=O)=O (2-acetoxyacetyl)-6-chloro-4-cyclopropylnicotinic acid methyl ester